FC1(C(N(C2=C(O1)C=C(C(=C2)C2=C(C(=C(C(=C2F)F)F)F)F)F)C=2C=C(C(=O)O)C=CC2)=O)F 3-(2,2,7-trifluoro-3-oxo-6-(perfluorophenyl)-2,3-dihydro-4H-benzo[b][1,4]oxazin-4-yl)benzoic acid